3-amino-7-chloro-4-(7-chloro-1H-indazol-4-yl)-6-cyclobutyloxy-1H-quinolin-2-one NC=1C(NC2=CC(=C(C=C2C1C1=C2C=NNC2=C(C=C1)Cl)OC1CCC1)Cl)=O